3-[1-(3-carboxypropyl)indol-3-yl]-4-(1-methyl-indol-3-yl)-1H-pyrrole-2,5-dione C(=O)(O)CCCN1C=C(C2=CC=CC=C12)C=1C(NC(C1C1=CN(C2=CC=CC=C12)C)=O)=O